2-(2-hydroxy-4-hexyloxyphenyl)-4,6-diphenyltriazine OC1=C(C=CC(=C1)OCCCCCC)N1NC(=CC(=N1)C1=CC=CC=C1)C1=CC=CC=C1